ClC=1C(=C(C=CC1)S(=O)C1=C(N=C(N=N1)C)C1=NOCC(N1)CC1=C(C=C(C=C1)C)Cl)F 3-{6-[(3-chloro-2-fluorophenyl)sulfinyl]-3-methyl-1,2,4-triazin-5-yl}-5-(2-chloro-4-methylbenzyl)-5,6-dihydro-4H-1,2,4-oxadiazine